COC(=O)N(C(CC(C(=O)OC)C)CC1=CC=CC=C1)CCC methyl 4-((methoxycarbonyl)(propyl)amino)-2-methyl-5-phenylpentanoate